FC=1C=C(C(=C(C1)[C@H]1N(CC[C@H]1O)C1=CC=C(C=C1)OC)C)OC([2H])([2H])[2H] (2R,3R)-2-[5-Fluoro-2-methyl-3-(trideuteriomethoxy)phenyl]-1-(4-methoxyphenyl)pyrrolidin-3-ol